N[C@H]1[C@@H]2N(C[C@H]1CC2)C(=O)C2=CC1=C(N(C(=N1)C=1N(C3=CC(=CC=C3C1)C=1C=CC(=NC1)NC(C)=O)CC1CC1)C)C(=C2)OC N-[5-(2-{5-[(1R,4R,7R)-7-amino-2-azabicyclo[2.2.1]heptane-2-carbonyl]-7-methoxy-1-methyl-1H-1,3-benzodiazol-2-yl}-1-(cyclopropylmethyl)-1H-indol-6-yl)pyridin-2-yl]acetamide